1-(6-Chloropyridazin-4-yl)-6-nitro-1H-indazole ClC1=CC(=CN=N1)N1N=CC2=CC=C(C=C12)[N+](=O)[O-]